Methyl 6-((6-acrylamidopyridin-2-yl)amino)-6-oxohexanoate C(C=C)(=O)NC1=CC=CC(=N1)NC(CCCCC(=O)OC)=O